O=C1NC(CCC1C1=NN(C2=CC(=CC=C12)OCC(=O)NC1=CC=C(C=C1)S(=O)(=O)C)C)=O 2-((3-(2,6-Dioxopiperidin-3-yl)-1-methyl-1H-indazol-6-yl)oxy)-N-(4-(methyl-sulfonyl)phenyl)acetamide